C=C(C(=O)OCCCCCC)C(=O)OCCCCCC dihexyl (methylenemalonate)